O=C1C(=C(C=NN1)N[C@H](CO\N=C\C(N1CCN(CC1)C1=NC=C(C=N1)C(F)(F)F)=O)C)C(F)(F)F (S,E)-2-oxo-2-(4-(5-(trifluoromethyl)pyrimidin-2-yl)piperazin-1-yl)acetaldehyde O-(2-((6-oxo-5-(trifluoromethyl)-1,6-dihydropyridazin-4-yl)amino)propyl) oxime